4,7-bis(1-(tetrahydro-2H-pyran-2-yl)-1H-pyrazol-5-yl)quinolin-2-amine O1C(CCCC1)N1N=CC=C1C1=CC(=NC2=CC(=CC=C12)C1=CC=NN1C1OCCCC1)N